N1=C(C=CC=C1)C(=O)O pyridine-carboxylic acid